benzyl (S)-3-(3-(((((4aR,10aR)-7-(benzyloxy)-1-propyl-1,2,3,4,4a,5,10,10a-octahydrobenzo[g]quinolin-6-yl)oxy)carbonyl)amino)phenyl)-2-((tert-butoxycarbonyl)amino)propanoate C(C1=CC=CC=C1)OC=1C=CC2=C(C[C@H]3CCCN([C@@H]3C2)CCC)C1OC(=O)NC=1C=C(C=CC1)C[C@@H](C(=O)OCC1=CC=CC=C1)NC(=O)OC(C)(C)C